(S)-3-(3-fluoro-1-(2-(5,6,7,8-tetrahydro-1,8-naphthyridin-2-yl)ethyl)azetidine-3-carboxamido)-3-(quinolin-3-yl)propionic acid FC1(CN(C1)CCC1=NC=2NCCCC2C=C1)C(=O)N[C@@H](CC(=O)O)C=1C=NC2=CC=CC=C2C1